ClC1=NC2=CC(=C(C=C2C(=N1)NC1CCN(CC1)C(=O)OC(C)(C)C)OC)OC tert-butyl 4-[(2-chloro-6,7-dimethoxyquinazolin-4-yl)amino]piperidine-1-carboxylate